(R)-4-((3S,5S,8R,9S,10S,13R,14S,17R)-3-hydroxy-10,13-dimethylhexadecahydro-1H-cyclopenta[a]phenanthren-17-yl)-1-(4-methylpiperidin-1-yl)pentan-1-one O[C@H]1CC[C@@]2([C@H]3CC[C@@]4([C@H](CC[C@H]4[C@@H]3CC[C@H]2C1)[C@@H](CCC(=O)N1CCC(CC1)C)C)C)C